methyl 1-[5-[[3-(diethylamino)-1-oxopropyl]amino]-2-(1-methylethyl)phenyl]-5-(2,6-dimethoxyphenyl)-1H-pyrazole-3-carboxylate C(C)N(CCC(=O)NC=1C=CC(=C(C1)N1N=C(C=C1C1=C(C=CC=C1OC)OC)C(=O)OC)C(C)C)CC